{4-[(5-Bromo-thiophen-2-ylmethyl)-(methyl)amino]-2-methyl-phenyl}-carbamic acid propyl ester C(CC)OC(NC1=C(C=C(C=C1)N(C)CC=1SC(=CC1)Br)C)=O